C1(CC1)C1=C(C=C(C=C1)F)[C@@H]1C2=C(NC(=C1C(=O)OC)CF)COC2=O |r| Racemic-methyl 4-(2-cyclopropyl-5-fluorophenyl)-2-(fluoromethyl)-5-oxo-1,4,5,7-tetrahydrofurano[3,4-b]pyridine-3-carboxylate